(3,4-difluorophenyl)(5-(3,4-difluorophenyl)oxazol-2-yl)methanone 2-allylthio-inosine-5'-monophosphate P(=O)(O)(O)OC[C@@H]1[C@H]([C@H]([C@@H](O1)N1C=NC=2C(O)=NC(=NC12)SCC=C)O)O.FC=1C=C(C=CC1F)C(=O)C=1OC(=CN1)C1=CC(=C(C=C1)F)F